5-((4-methylphenylethyl)thio)-N-(prop-2-yn-1-yl)-1,2,3,4-tetrahydronaphthalen-1-amine CC1=CC=C(C=C1)CCSC1=C2CCCC(C2=CC=C1)NCC#C